5-fluorobenzofuran-3-carboxamide FC=1C=CC2=C(C(=CO2)C(=O)N)C1